cholestanetetraol C(C(C)(CCC[C@@H](C)[C@H]1CC[C@H]2[C@@H]3CCC4CCCC[C@]4(C)[C@H]3CC[C@]12C)O)(O)(O)O